FC=1C=2N(C=CC1)N=C(C2)[C@H]2N(CCC1=C2N=CN1)C1=NC=C(C=N1)C(F)(F)F (S)-4-(4-fluoropyrazolo[1,5-a]pyridin-2-yl)-5-(5-(trifluoromethyl)pyrimidin-2-yl)-4,5,6,7-tetrahydro-1H-imidazo[4,5-c]pyridine